1-(9Z-octadecenoyl)-2-nonadecanoyl-glycero-3-phosphoserine CCCCCCCCCCCCCCCCCCC(=O)O[C@H](COC(=O)CCCCCCC/C=C\CCCCCCCC)COP(=O)(O)OC[C@@H](C(=O)O)N